C(C)N1C(=CC2=C(C=C(C=C12)F)F)C(=O)NC1CC[Si](CCC1)(C)C ethyl-N-(1,1-dimethylsilepan-4-yl)-4,6-difluoro-1H-indole-2-carboxamide